Cl.NC=1COC(C1)=O 3-amino-5-oxo-furan HCl salt